(2-chloroethyl)-1-(3-chlorophenyl)methanesulfonamide ClCCC(S(=O)(=O)N)C1=CC(=CC=C1)Cl